O1[C@@H](COCC1)CNC1=NC(N2C(C3=CC=C(C=C3CC2)O)=C1)=O (R)-2-(((1,4-dioxane-2-yl)methyl)amino)-9-hydroxy-6,7-dihydro-4H-pyrimido[6,1-a]isoquinolin-4-one